4,5-dihydroxyisoleucine OC([C@@H]([C@H](N)C(=O)O)C)CO